t-amyl peroxybenzoate (Tert-Butylperbenzoate) C(C)(C)(C)C1=CC=CC=C1C(=O)OO.C(C1=CC=CC=C1)(=O)OOC(C)(C)CC